N-(3-(methylamino)propyl)-5-(4-(trifluoromethyl)phenyl)-2-naphthamide CNCCCNC(=O)C1=CC2=CC=CC(=C2C=C1)C1=CC=C(C=C1)C(F)(F)F